C(C1=CC=CC=C1)C1=CC=2C(NS(C=3C=CC=C(NC(CC[C@H]4CC(N(C2N=C1F)C4)(C)C)C4=NC=CC(=C4)C(C)(C)C)N3)(=O)=O)=O (14S)-7-benzyl-17-(4-tert-butylpyridin-2-yl)-8-fluoro-12,12-dimethyl-2λ6-thia-3,9,11,18,23-pentaazatetracyclo[17.3.1.111,14.05,10]tetracosa-1(23),5(10),6,8,19,21-hexaene-2,2,4-trione